(R)-1-(1-(2-(azetidin-1-yl)ethyl)-1H-pyrazol-4-yl)-7-(2-(((3-chloropyridin-2-yl)oxy)methyl)pyrrolidin-1-yl)-6-cyano-4-oxo-1,4-dihydroquinoline-3-carboxylic acid N1(CCC1)CCN1N=CC(=C1)N1C=C(C(C2=CC(=C(C=C12)N1[C@H](CCC1)COC1=NC=CC=C1Cl)C#N)=O)C(=O)O